benzyl-3-(3-(4-(benzyloxy)-1-(4-fluorophenyl)-1H-indol-2-yl)-3-methyl-2-oxobutylidene)cyclobutane-1-carboxylate C(C1=CC=CC=C1)OC(=O)C1CC(C1)=CC(C(C)(C)C=1N(C2=CC=CC(=C2C1)OCC1=CC=CC=C1)C1=CC=C(C=C1)F)=O